(P)-serine N[C@@H](CO)C(=O)O